C(CCCCCCCCC)OCCCCCCCCCCC n-Decyl-n-undecylether